3-benzyl 2-(tert-butyl) (1S,3S,5R)-5-((3-hydroxypropoxy)methyl)-2-azabicyclo[3.1.0]hexane-2,3-dicarboxylate OCCCOC[C@@]12C[C@H](N([C@H]2C1)C(=O)OC(C)(C)C)C(=O)OCC1=CC=CC=C1